6-((2-(2-((tert-Butyldiphenylsilyl)oxy)ethoxy)ethyl)(methyl)amino)undecane-1,11-diyl dicyclopentadecanecarboxylate C1(CCCCCCCCCCCCCC1)C(=O)OCCCCCC(CCCCCOC(=O)C1CCCCCCCCCCCCCC1)N(C)CCOCCO[Si](C1=CC=CC=C1)(C1=CC=CC=C1)C(C)(C)C